ClC1=CC(=C2CCN(CC2=C1)C(=O)C1(CC1)O)[C@H]1N(CCC1)C(=O)OC(C)(C)C tert-butyl (S)-2-(7-chloro-2-(1-hydroxycyclopropanecarbonyl)-1,2,3,4-tetrahydroisoquinolin-5-yl)pyrrolidine-1-carboxylate